tert-butyl (1R,5S)-3-[[6-[7-pyrazol-1-yl-1-(2-trimethylsilylethoxy methyl)indazol-4-yl]pyridazin-3-yl]amino]-9-azabicyclo[3.3.1]-nonane-9-carboxylate N1(N=CC=C1)C=1C=CC(=C2C=NN(C12)COCC[Si](C)(C)C)C1=CC=C(N=N1)NC1C[C@H]2CCC[C@@H](C1)N2C(=O)OC(C)(C)C